1,3-diethyl-2-iodobenzene C(C)C1=C(C(=CC=C1)CC)I